ClC=1C=C2CN=C(NC2=CC1)SCCCCN1CCCCC1 6-chloro-2-((4-(piperidin-1-yl)butyl)thio)-1,4-dihydroquinazoline